C([C@@H]([C@@H](CO)O)O)C(=O)C(=O)O 2-keto-3-deoxygluconate